Cl.FC1=C(C(=CC(=C1)F)F)CC(=O)NN 2-(2,4,6-trifluorophenyl)acetohydrazide hydrochloride